CC1(C=CC(CC1)C(C)C)O 1-methyl-4-(1-methylethyl)-2-cyclohexen-1-ol